7-(2,3-dihydro-1H-imidazo[1,2-c]imidazol-5-yl)-2-[3-(5-fluoro-6-methyl-2-pyridyl)-1H-pyrazol-4-yl]-1,5-naphthyridine N1CCN2C(=NC=C21)C2=CN=C1C=CC(=NC1=C2)C=2C(=NNC2)C2=NC(=C(C=C2)F)C